C1(CCCC1)C=1N=NNC1 Cyclopentyltriazole